5-chloro-2-fluoro-N-(2-(methylthio)pyridin-4-yl)-4-trifluoromethylbenzamide ClC=1C(=CC(=C(C(=O)NC2=CC(=NC=C2)SC)C1)F)C(F)(F)F